{[2-(3-bromo-2-methylphenyl)-5-formyl-1,3-benzoxazol-6-yl]oxy}acetonitrile BrC=1C(=C(C=CC1)C=1OC2=C(N1)C=C(C(=C2)OCC#N)C=O)C